6-hydrazineyl-4-methylpyridine-3-sulfonamide N(N)C1=CC(=C(C=N1)S(=O)(=O)N)C